8-[(2s,5r)-5-ethyl-2-methyl-4-[1-(2,4,6-trifluorophenyl)ethyl]piperazin-1-yl]-5-methyl-6-oxo-5,6-dihydro-1,5-naphthyridine-2-carbonitrile C(C)[C@H]1N(C[C@@H](N(C1)C1=CC(N(C=2C=CC(=NC12)C#N)C)=O)C)C(C)C1=C(C=C(C=C1F)F)F